OC=1C(=CC2=C(OC3=C2C=CC=C3)C1)B(O)O (3-hydroxydibenzo[b,d]furan-2-yl)boronic acid